6-(2-carboxy-5-aminophenyl)-3-pyridinecarboxylic acid C(=O)(O)C1=C(C=C(C=C1)N)C1=CC=C(C=N1)C(=O)O